C(C)OC(=O)C1=NN(C=C1)C1=C(C=C(C=C1)F)C (4-fluoro-2-methylphenyl)-1H-pyrazole-3-carboxylic acid ethyl ester